C(C)(=O)N1CCCCC1 (2S,3R)-N-acetyl-piperidine